COC1=CC=C(C=C1)C1=NC(=CC(=C1)NC1CCN(CC1)CC1N(CC1)C(=O)OC(C)(C)C)C1=CC=C(C=C1)N1CCN(CC1)C tert-Butyl 2-((4-((2-(4-methoxyphenyl)-6-(4-(4-methylpiperazin-1-yl)phenyl)pyridin-4-yl)amino)piperidin-1-yl)methyl)azetidine-1-carboxylate